2-(3-methoxy-1,2,4-oxadiazol-5-yl)ethan-1-amine hydrochloride Cl.COC1=NOC(=N1)CCN